8-Chloro-7-isopropoxy-2-(1-methyl-2-oxabicyclo[2.1.1]hexan-4-yl)imidazo[1,2-a]pyridine-6-carboxylic acid ClC=1C=2N(C=C(C1OC(C)C)C(=O)O)C=C(N2)C21COC(C2)(C1)C